4'-(3-((2-ethyl-6-methylthieno[2,3-d]pyrimidin-4-yl)amino)propyl)N-methyl-[1,1'-biphenyl]-3-carboxamide C(C)C=1N=C(C2=C(N1)SC(=C2)C)NCCCC2=CC=C(C=C2)C2=CC(=CC=C2)C(=O)NC